1,1,2-trifluoromethyl-2-methylethyl carbonate C(OC(C(C)CF)(CF)CF)([O-])=O